1,1-bis(3-tert-Butyl-4-hydroxyphenyl)propane tert-butyl-7-amino-6-methyl-2-azaspiro[3.5]nonane-2-carboxylate C(C)(C)(C)OC(=O)N1CC2(C1)CC(C(CC2)N)C.C(C)(C)(C)C=2C=C(C=CC2O)C(CC)C2=CC(=C(C=C2)O)C(C)(C)C